N-[Trans-(7RS,9RS)-3-cyclopropyl-9-(methansulfonamido)-5-(2-methylpropylsulfamoyl)-8,9-dihydro-7H-cyclopenta[h]isochinolin-7-yl]pyridin-3-carboxamid C1(CC1)C=1N=CC2=C3C(=CC(=C2C1)S(NCC(C)C)(=O)=O)[C@@H](C[C@H]3NS(=O)(=O)C)NC(=O)C=3C=NC=CC3 |r|